6-(6-(2,5-difluorophenyl)-6-(1-methyl-2-oxo-1,2-dihydropyridin-3-yl)hexa-1,3-diyne-1-yl)-2-((2-(dimethylamino)ethyl)(methyl)amino)pyrimidine-4-carboxamide FC1=C(C=C(C=C1)F)C(CC#CC#CC1=CC(=NC(=N1)N(C)CCN(C)C)C(=O)N)C=1C(N(C=CC1)C)=O